ClC1=CC=C(N=N1)N1CC[C@H]2[C@@H]1CN(CC2)C(=O)OC(C)(C)C |r| tert-butyl rac-(3aR,7aR)-1-(6-chloropyridazin-3-yl)-3,3a,4,5,7,7a-hexahydro-2H-pyrrolo[2,3-c]pyridine-6-carboxylate